CN1C=C(C2=CC=C(C=C12)N1C(NC(CC1)=O)=O)N1CCN(CC1)C 1-(1-Methyl-3-(4-methylpiperazin-1-yl)-1H-indol-6-yl)dihydropyrimidine-2,4(1H,3H)-dione